ClC1=C(C=CC=C1)[C@H]1[C@@](O1)(C1=CC=C(C=C1)F)CN1N=CN=C1 |o1:7,8| rel-1-[[(2R,3S)-3-(2-chlorophenyl)-2-(4-fluorophenyl)oxiranyl]methyl]-1H-1,2,4-triazole